2-[(1-n-pentylnonyl)oxy]ethanol C(CCCC)C(CCCCCCCC)OCCO